N1-(1H-benzoimidazol-5-yl)-1-[2,3-difluoro-4-(thiophen-3-yl)phenyl]ethane-1,2-diamine N1C=NC2=C1C=CC(=C2)NC(CN)C2=C(C(=C(C=C2)C2=CSC=C2)F)F